1-((2-aminopyridin-4-yl)methyl)-3-(phenylethynyl)-4-(4-(trifluoromethyl)phenyl)-1H-pyrrole-2,5-dione NC1=NC=CC(=C1)CN1C(C(=C(C1=O)C1=CC=C(C=C1)C(F)(F)F)C#CC1=CC=CC=C1)=O